C[C@@H]1[C@@H](NC(O1)=O)C(=O)O (4R,5R)-5-methyl-2-oxooxazolidine-4-carboxylic acid